methyl 1-(3-((tert-butyldimethylsilyl) oxy)-3-(3,5-dimethoxy-4-methylphenyl)-2-phenethoxypropyl)-1H-indazole-7-carboxylate [Si](C)(C)(C(C)(C)C)OC(C(CN1N=CC2=CC=CC(=C12)C(=O)OC)OCCC1=CC=CC=C1)C1=CC(=C(C(=C1)OC)C)OC